C1(=CC=CC=C1)CCC([O-])=S 3-phenylpropane-thioate